BrC1=CC=C(O[C@H](C(=O)OC)C)C=C1 methyl (S)-2-(p-bromophenoxy)propionate